(7-{1-[(3,4-dichlorophenyl)methyl]-4-pyrazolylamino}-2-aza-2-spiro[3.5]nonyl)(3-hydroxy-4-tolyl)methanone ClC=1C=C(C=CC1Cl)CN1N=CC(=C1)NC1CCC2(CN(C2)C(=O)C2=C(C=C(C=C2)C)O)CC1